2-methyl-8,11-dioxadispiro[3.2.47.24]tridecan-2-ol CC1(CC2(C1)CCC1(OCCO1)CC2)O